5-hydroxy-12-oxoicosa-6,8,14-trienedioic acid OC(CCCC(=O)O)C=CC=CCCC(CC=CCCCCC(=O)O)=O